C1(CC1)C(=O)N1C[C@](CC1)(OC)C=1C=C2C(=CC=NC2=CC1)N[C@H](C)C1=C(C(=CC=C1)C(F)F)F cyclopropyl((R)-3-(4-(((R)-1-(3-(difluoromethyl)-2-fluorophenyl)ethyl)amino)quinolin-6-yl)-3-methoxypyrrolidin-1-yl)methanone